2-(3-((4-((4-([1,2,4]triazolo[1,5-a]pyridin-7-yloxy)-3-methylphenyl)amino)-7-ethoxyquinazolin-6-yl)amino)-2-fluoro-3-oxoprop-1-en-1-yl)pyrrolidine-1-carboxylic acid tert-butyl ester C(C)(C)(C)OC(=O)N1C(CCC1)C=C(C(=O)NC=1C=C2C(=NC=NC2=CC1OCC)NC1=CC(=C(C=C1)OC1=CC=2N(C=C1)N=CN2)C)F